FC(C(C=1NC2=C(N1)C=CC=C2)(F)F)(C(F)(F)F)F 2-(heptafluoropropyl)benzimidazole